N-(2-hydroxyethyl)ethyleneurea C1CN(C(=O)N1)CCO